(R)-1-((5-amino-2-(1H-pyrazol-5-yl)thieno[3,2-b]pyridin-7-yl)amino)-2-propanol NC1=CC(=C2C(=N1)C=C(S2)C2=CC=NN2)NC[C@@H](C)O